BrC=1C=CC(=C(OC2COC2)C1)[N+](=O)[O-] 3-(5-bromo-2-nitrophenoxy)oxetan